BrC=1C=CC=2C3=C(C=NC2C1)N=C(N3)C3CCN(CC3)C(=O)OC(C)(C)C tert-butyl 4-(7-bromo-1H-imidazo[4,5-c]quinolin-2-yl)piperidine-1-carboxylate